O(C)C1=CC=C(CSC2=NC=C(C#N)C=C2)C=C1 6-((4-methoxyl)Benzylthio)nicotinonitrile